Cl.Cl.N1[C@H](CNCC1)CC#N 2-[(2S)-Piperazin-2-yl]acetonitrile dihydrochloride